BrCC#CC1=C(C=C(C=C1)Cl)C1=C2C(=NC=C1)C(=CS2)C(=O)OC(C)(C)C tert-butyl 7-(2-(3-bromoprop-1-yn-1-yl)-5-chlorophenyl)thieno[3,2-b]pyridine-3-carboxylate